5-cyclopropoxypyridine-2-sulfonyl chloride C1(CC1)OC=1C=CC(=NC1)S(=O)(=O)Cl